C(C)(C)(C)OC(NC1=CC(=C(C=C1)C)C=O)=O (3-FORMYL-4-METHYL-PHENYL)-CARBAMIC ACID TERT-BUTYL ESTER